OC=1C=C2C=C3C=CC(=CC3=CC2=CC1)OB(O)O (6-hydroxyanthracene-2-yl)boric acid